C(C)(=O)C1=CN(C2=CC=C(C=C12)C1=CN=NC=C1)CC(=O)N1[C@@H](C[C@H](C1)F)C(=O)NC1=C(C=CC=C1)C1=NN=CN1C (2S,4R)-1-(2-(3-acetyl-5-(pyridazin-4-yl)-1H-indol-1-yl)acetyl)-4-fluoro-N-(2-(4-methyl-4H-1,2,4-triazol-3-yl)phenyl)pyrrolidine-2-carboxamide